4,4-bis(4-hydroxyphenyl)-valeric acid OC1=CC=C(C=C1)C(CCC(=O)O)(C)C1=CC=C(C=C1)O